N-(4-chloro-2-fluoro-phenyl)-6-(1,6-diazaspiro[3.3]heptan-6-yl)pyrido[3,2-d]pyrimidin-4-amine ClC1=CC(=C(C=C1)NC=1C2=C(N=CN1)C=CC(=N2)N2CC1(CCN1)C2)F